CC1CNCC=2N1C(=CC2)C#N 4-methyl-1,2,3,4-tetrahydropyrrolo[1,2-a]pyrazine-6-carbonitrile